CN1N=CC2=CC=CC(=C12)NS(=O)(=O)C=1C=NC(=CC1)N1N=C2CCCCC2=C1 N-(1-methyl-1H-indazol-7-yl)-6-(4,5,6,7-tetrahydro-2H-indazol-2-yl)pyridine-3-sulfonamide